F[C@@H]\1[C@@H]2C[C@@H]([C@H](C/C1=C\C=1N=NC(=CN1)C1=C(C=C(C=C1)N1C=NC=C1)O)N2)F 2-(3-((E)-((1S,2S,5S,6S)-2,6-difluoro-8-azabicyclo[3.2.1]octan-3-ylidene)methyl)-1,2,4-triazin-6-yl)-5-(1H-imidazol-1-yl)phenol